tert-butyl [(4-cyclobutyl-2,5-dioxoimidazolidin-4-yl)methyl]carbamate C1(CCC1)C1(NC(NC1=O)=O)CNC(OC(C)(C)C)=O